2,4,6-tris[3,5-bis(dimethylamino)-2,6-dihydroxyphenyl]triazine CN(C=1C(=C(C(=C(C1)N(C)C)O)N1NC(=CC(=N1)C1=C(C(=CC(=C1O)N(C)C)N(C)C)O)C1=C(C(=CC(=C1O)N(C)C)N(C)C)O)O)C